[13C]([13CH2][13CH3])(=O)O (1,2,3-13C3)propanoic acid